S(=O)(=O)(O)OC1=C(C=CC=C1)NC(C)=O 2-acetamidophenol sulfate